C1(CC1)CN1C=C(C2=CC=C(C=C12)OC)C=1SC=C(N1)C1=C(NC2=CC=C(C=C12)OC)C 2-(1-(cyclopropylmethyl)-6-methoxy-1H-indol-3-yl)-4-(5-methoxy-2-methyl-1H-indol-3-yl)thiazole